N-((1R,2R)-1-(2,3-dihydrobenzo[b][1,4]dioxin-6-yl)-1-hydroxy-3-(pyrrolidin-1-yl)propan-2-yl)-1-(2,2-dimethylchroman-7-yl)pyrrolidine-3-carboxamide O1C2=C(OCC1)C=C(C=C2)[C@H]([C@@H](CN2CCCC2)NC(=O)C2CN(CC2)C2=CC=C1CCC(OC1=C2)(C)C)O